palladium bis(vinylidene)benzyl-acetone C(=C)=CC(=O)C(CC1=CC=CC=C1)=C=C.[Pd]